ClC=1C(=C2C(=NC1)NC(=N2)C=2C(=NN(C2)C)C)N2CCN(CC2)CC2=CC=C(C=C2)Cl 6-chloro-7-(4-(4-chlorobenzyl)piperazin-1-yl)-2-(1,3-dimethyl-1H-pyrazol-4-yl)-3H-imidazo[4,5-B]pyridine